O[C@@H]1[C@H](CCCC1)NC(=N)N 1-((1S,2S)-2-hydroxycyclohexyl)guanidine